C(C)(C)(C)N=NCC(CC)C#N 1-(t-butylazo)-2-cyanobutane